(Z)-1-(2,4-dichlorophenyl)-2-((1-methyl-3-(trifluoromethyl)-1H-pyrazol-5-yl)oxy)ethan-1-one-O-cyclopropylmethyl oxime C1(CC1)CO\N=C(/COC1=CC(=NN1C)C(F)(F)F)\C1=C(C=C(C=C1)Cl)Cl